(R)-6-chloro-3-(1H-imidazol-1-yl)-5-methoxy-1-methyl-2-(5-(2,2,2-trifluoro-1-methoxyethyl)-1H-1,2,4-triazol-3-yl)-1H-pyrrolo[3,2-b]pyridine ClC=1C=C2C(=NC1OC)C(=C(N2C)C2=NNC(=N2)[C@H](C(F)(F)F)OC)N2C=NC=C2